(2-chloro-4-nitrophenyl)methanamine ClC1=C(C=CC(=C1)[N+](=O)[O-])CN